FC1(C(C(C(C(C1(C(F)(F)F)F)(F)F)(F)F)(F)F)(F)F)F 1,1,2,2,3,3,4,4,5,5,6-undecafluoro-6-(trifluoromethyl)cyclohexane